8-(4-Methylsulfonyl-2-methoxyphenyl)-N-[4-(piperidin-4-yl)-2,3-dihydro-1-benzofuran-7-yl]quinazolin-2-amine CS(=O)(=O)C1=CC(=C(C=C1)C=1C=CC=C2C=NC(=NC12)NC1=CC=C(C=2CCOC21)C2CCNCC2)OC